1,5-oxazocane O1CCCNCCC1